methyl-2-(N-methylsulfamoyl)benzoic acid CC=1C(=C(C(=O)O)C=CC1)S(NC)(=O)=O